(cis-(5-chloro-2-cyanophenyl)cyclobutyl)carbamic acid tert-butyl ester C(C)(C)(C)OC(NC1(CCC1)C1=C(C=CC(=C1)Cl)C#N)=O